C1=CC=CC=2C3=CC=CC=C3C(C12)COC(=O)C(C(=O)O)(CC1=CC=C(C=C1)OCCC)NC (((9H-fluoren-9-yl)methoxy)carbonyl)((methyl)amino)-3-(4-propoxyphenyl)propanoic acid